2-naphthyl mercaptan C1=C(C=CC2=CC=CC=C12)S